6-(4-(((3S,4R)-3-hydroxy-4-((5-(trifluoromethyl)pyridin-2-yl)amino)piperidin-1-yl)sulfonyl)phenyl)phthalazin-1(2H)-one O[C@H]1CN(CC[C@H]1NC1=NC=C(C=C1)C(F)(F)F)S(=O)(=O)C1=CC=C(C=C1)C=1C=C2C=NNC(C2=CC1)=O